F[C@H](C1=CC2=C(SC(=C2)C(=O)OCC=C)C=C1)P(=O)(OC1=CC=CC=C1)N[C@H](C(OCCC)=O)C allyl 5-((1S)-fluoro((((S)-1-oxo-1-propoxypropan-2-yl)amino)(phenoxy)phosphoryl)methyl)benzo[b]thiophene-2-carboxylate